C(#N)CCN(C1CCCCC1)C1CCCCC1 N-(2-cyanoethyl)-N,N-di(cyclohexyl)-amine